6-bromo-2-(1-phenylimidazo[1,5-a]pyridin-3-yl)quinoline BrC=1C=C2C=CC(=NC2=CC1)C1=NC(=C2N1C=CC=C2)C2=CC=CC=C2